tert-butyl (6aR,7aS,11aS)-6a,9,10,11a-tetrahydro-6H,7H-pyrido[3',2':5,6]pyrano[3,4-b]pyrrolizine-7a(8H)-carboxylate C1=CC=NC2=C1[C@@H]1[C@@H](C[C@@]3(CCCN13)C(=O)OC(C)(C)C)CO2